tri-butyl-aluminium C(CCC)[Al](CCCC)CCCC